N-(2-((5-cyano-4-((2-isopropoxyphenyl)amino)pyrimidin-2-yl)amino)-5-(4-(pyrrolidin-1-yl)piperidin-1-yl)phenyl)acrylamide C(#N)C=1C(=NC(=NC1)NC1=C(C=C(C=C1)N1CCC(CC1)N1CCCC1)NC(C=C)=O)NC1=C(C=CC=C1)OC(C)C